(E-Z)-N,N-Dimethyl-2-(4-(3-(((2-(2-methyl-1H-imidazol-1-yl)phenyl)imino)methyl)pyridin-2-yl)piperazin-1-yl)ethan-1-amine CN(CCN1CCN(CC1)C1=NC=CC=C1/C=N/C1=C(C=CC=C1)N1C(=NC=C1)C)C